6-(1-{5-[(3-chloro-4-fluorophenyl)carbamoyl]-4H,5H,6H,7H-pyrazolo[1,5-a]pyrazine-3-amido}cyclopropyl)pyridine-3-carboxylic acid ClC=1C=C(C=CC1F)NC(=O)N1CC=2N(CC1)N=CC2C(=O)NC2(CC2)C2=CC=C(C=N2)C(=O)O